5-[1-(2-fluoro-6-methyl-phenyl)-piperidin-4-yl]-4-methyl-2-(tetrahydro-pyran-2-yl)-7-(2-trifluoromethyl-benzyl)-2,4,5,7-tetrahydro-pyrazolo[3,4-d]pyrimidin-6-one FC1=C(C(=CC=C1)C)N1CCC(CC1)N1C(N(C=2C(C1C)=CN(N2)C2OCCCC2)CC2=C(C=CC=C2)C(F)(F)F)=O